mono(pentamethylcyclopentadienyl)titanium trichloride [Cl-].[Cl-].[Cl-].CC1=C(C(=C(C1(C)[Ti+3])C)C)C